S1C(=NCC1)N 4,5-dihydro-thiazol-2-ylamine